(t-butylimino)tris(diethylamino)tantalum C(C)(C)(C)N=[Ta](N(CC)CC)(N(CC)CC)N(CC)CC